(4-isocyanatophenyl)thiophosphat N(=C=O)C1=CC=C(C=C1)OP(=S)([O-])[O-]